FC(OC[C@H]1N(C[C@H](C1)OC1=CC=C(C=C1)OC(F)(F)F)C1=CC=C(C(=O)N[C@@H](CCOC(CCC(=O)[O-])=O)C2=CC=C(C=C2)S(=O)(=O)CC)C=C1)F.[Na+] sodium 4-((S)-3-(4-((2S,4S)-2-((difluoromethoxy)methyl)-4-(4-(trifluoromethoxy)phenoxy)pyrrolidin-1-yl)benzoylamino)-3-(4-(ethylsulfonyl)phenyl)propoxy)-4-oxobutyrate